C(C)(C)(C)OC(=O)N1C=NC2=C1C=C(C=C2C)C(N(C)C2=CC(=C(C=C2)F)OC)=O.C(C2=CC=CC=C2)[C@@H]2N=C(OC2)[C@H]([C@H](C)OC(C)(C)C)NC(C)=O N-((1S,2S)-1-((S)-4-benzyl-4,5-dihydrooxazol-2-yl)-2-(tert-butoxy)propyl)acetamide tert-butyl-6-[(4-fluoro-3-methoxy-phenyl)-methyl-carbamoyl]-4-methyl-benzimidazole-1-carboxylate